5-(tert-butyl)-3-isothiocyanato-1-(4-oxaspiro[2.4]heptan-7-yl)-1H-pyrazole C(C)(C)(C)C1=CC(=NN1C1CCOC12CC2)N=C=S